Pyrimidine tri-hydrochloride Cl.Cl.Cl.N1=CN=CC=C1